CN(C1=NC=2N(C3=CC=CC=C13)C=NN2)C2=CC=CC=C2 N-methyl-N-phenyl-[1,2,4]triazolo[4,3-a]quinazolin-5-amine